ClC1=NC=CC(=C1Cl)N 2,3-dichloro-4-pyridinamine